3-chloro-4-(((3R,4S)-4-((5-chloropyridin-2-yl)sulfonyl)-3-hydroxy-3-(hydroxymethyl)Pyrrolidin-1-yl)sulfonyl)benzonitrile ClC=1C=C(C#N)C=CC1S(=O)(=O)N1C[C@]([C@H](C1)S(=O)(=O)C1=NC=C(C=C1)Cl)(CO)O